C(C=C)(=O)N1CCC2(CC1)C(NC=1N2N=C(C1C(=O)N)C1=CC=C(C=C1)OC1=CC=CC=C1)=O 1'-Acryloyl-2-oxo-6-(4-phenoxyphenyl)-1,2-dihydrospiro[imidazo[1,2-b]pyrazole-3,4'-piperidine]-7-carboxamide